3-(propan-2-yl)-N-[(1R,3S)-3-{[2-(trifluoromethyl)quinolin-4-yl]amino}cyclohexyl]-1H-pyrazole-5-carboxamide CC(C)C1=NNC(=C1)C(=O)N[C@H]1C[C@H](CCC1)NC1=CC(=NC2=CC=CC=C12)C(F)(F)F